(R)-4-hydroxy-3-({2-methyl-5-[(pyridin-2-yl)methoxy]pyrazolo[1,5-a]pyridin-3-yl}formamido)butanamide OC[C@@H](CC(=O)N)NC(=O)C=1C(=NN2C1C=C(C=C2)OCC2=NC=CC=C2)C